(R)-3-methyl-4-(4-((2-(4-methyl-1-oxo-1,3-dihydroisobenzofuran-5-yl)morpholino)methyl)-1H-pyrazol-1-yl)benzonitrile CC=1C=C(C#N)C=CC1N1N=CC(=C1)CN1C[C@H](OCC1)C=1C(=C2COC(C2=CC1)=O)C